N8-(3-chloro-4-(trifluoromethyl)phenyl)-N2-cyclobutyl-9-(piperidin-4-yl)-9H-purine-2,8-diamine ClC=1C=C(C=CC1C(F)(F)F)NC=1N(C2=NC(=NC=C2N1)NC1CCC1)C1CCNCC1